1-[4-(difluoromethoxy)-2-methyl-phenyl]-2-(1,2,4-triazol-1-yl)-1-[1-(trifluoromethyl)cyclopropyl]ethanol FC(OC1=CC(=C(C=C1)C(CN1N=CN=C1)(O)C1(CC1)C(F)(F)F)C)F